C(C)(C)(C)OC(=O)N1CC2=CC=C(C=C2C1)Br 5-bromo-1,3-dihydro-2H-isoindole-2-carboxylic acid tert-butyl ester